(3S)-3-{[5-amino-1-({2-methoxy-4-[(1R,4R)-5-methyl-2,5-diazabicyclo[2.2.1]heptane-2-carbonyl]phenyl}methyl)-1H-pyrazolo[4,3-d]pyrimidin-7-yl]amino}hexan-1-ol NC=1N=C(C2=C(N1)C=NN2CC2=C(C=C(C=C2)C(=O)N2[C@H]1CN([C@@H](C2)C1)C)OC)N[C@H](CCO)CCC